COC(=O)C=1C=C(C(=C2C(=NNC12)C)Br)F 4-Bromo-5-fluoro-3-methyl-1H-indazole-7-carboxylic acid methyl ester